(6-hydroxy-9-phenoxy-[1,2,4]triazolo[5,1-a]isoquinoline-5-carbonyl)glycine OC1=C(N2C(C3=CC(=CC=C13)OC1=CC=CC=C1)=NC=N2)C(=O)NCC(=O)O